2-(4-(2-methyl-2H-tetrazol-5-yl)phenyl)-N-(5-methylpyrazin-2-yl)acetamide CN1N=C(N=N1)C1=CC=C(C=C1)CC(=O)NC1=NC=C(N=C1)C